tert-butyl (1r,5s,6r)-6-(2-pyridylcarbonyl)-3-azabicyclo[3.1.0]hexane-3-carboxylate N1=C(C=CC=C1)C(=O)C1[C@H]2CN(C[C@@H]12)C(=O)OC(C)(C)C